2-(2-Chlorophenyl)-N-[4-(1-methyl-1H-pyrrol-3-yl)-3-sulfamoylphenyl]acetamide ClC1=C(C=CC=C1)CC(=O)NC1=CC(=C(C=C1)C1=CN(C=C1)C)S(N)(=O)=O